FC1=C2C(N(C=NC2=CC(=C1)C=1C=C(C=2N(C1)C=C(N2)C)F)[C@H]2CN(CC[C@@H]2O)C(=O)OC(C)(C)C)=O tert-butyl (3S,4S)-3-(5-fluoro-7-{8-fluoro-2-methylimidazo[1,2-a]pyridin-6-yl}-4-oxoquinazolin-3-yl)-4-hydroxypiperidine-1-carboxylate